trans-8-((4-((4-fluorophenyl)(isobutyl)amino)cyclohexyl)(methyl)amino)-5-methyl-6-oxo-5,6-dihydro-1,5-naphthyridine-2-carbonitrile FC1=CC=C(C=C1)N([C@@H]1CC[C@H](CC1)N(C1=CC(N(C=2C=CC(=NC12)C#N)C)=O)C)CC(C)C